3-(6-bromopyridin-2-yl)-5,5-dimethyl-5,6-dihydro-8H-[1,2,4]Triazolo[3,4-c][1,4]oxazine BrC1=CC=CC(=N1)C1=NN=C2COCC(N21)(C)C